C(#N)C1(CCC1)CN1C(N(CC12CCC(CC2)(C2=CC=CC=C2)N(C)C)C=2C=NC(=NC2)C#N)=O 5-[1-[(1-cyano-cyclobutyl)-methyl]-8-dimethylamino-2-oxo-8-phenyl-1,3-diazaspiro[4.5]decan-3-yl]-pyrimidine-2-carbonitrile